2-(cyclopenten-1-yl)-4-(trifluoromethyl)thiazole C1(=CCCC1)C=1SC=C(N1)C(F)(F)F